3-(1-cyclopropyl-1H-pyrazol-4-yl)-N-((5,6-dichloro-1H-benzo[d]imidazol-2-yl)methyl)-6-(4-methylpiperazin-1-yl)imidazo[1,2-b]pyridazin-8-amine C1(CC1)N1N=CC(=C1)C1=CN=C2N1N=C(C=C2NCC2=NC1=C(N2)C=C(C(=C1)Cl)Cl)N1CCN(CC1)C